3,5-Dimethyl-4-(methylsulfanyl)phenyl-N-methylcarbamat CC=1C=C(C=C(C1SC)C)N(C([O-])=O)C